8-chloro-4-hydroxy-1,7-naphthyridine-3-carboxylic acid ethyl ester C(C)OC(=O)C=1C=NC2=C(N=CC=C2C1O)Cl